ClC1=C(C=CC=C1C1C(NC(CC1)=O)=O)C1=CC=C(C=C1)C(=O)NC1=CC=NO1 2'-chloro-3'-(2,6-dioxopiperidin-3-yl)-N-(isoxazol-5-yl)-[1,1'-biphenyl]-4-carboxamide